17-((1,3-bis(palmitoyloxy)propan-2-yl)oxy)-17-oxoheptadecanoic acid C(CCCCCCCCCCCCCCC)(=O)OCC(COC(CCCCCCCCCCCCCCC)=O)OC(CCCCCCCCCCCCCCCC(=O)O)=O